2-Amino-5-bromo-3-fluoro-N,N-dimethylbenzamide NC1=C(C(=O)N(C)C)C=C(C=C1F)Br